N-{2-[6-Amino-8-(5-iodo-2,3-dihydro-benzofuran-6-ylsulfanyl)-purin-9-yl]-ethyl}-2,2-dimethyl-propionamide NC1=C2N=C(N(C2=NC=N1)CCNC(C(C)(C)C)=O)SC1=CC2=C(CCO2)C=C1I